n-dodecyl-2-hydroxyethyl sulfide C(CCCCCCCCCCC)C(CSCC(CCCCCCCCCCCC)O)O